(S)-6-(6-Chloro-5-fluoro-2-oxo-1,2-dihydrospiro[benzo[d][1,3]oxazine-4,3'-pyrrolidin]-1'-yl)-N-((6-((S)-3-fluoropyrrolidin-1-yl)pyridin-3-yl)methyl)pyridazine-4-carboxamide ClC1=C(C2=C(NC(O[C@]23CN(CC3)C3=CC(=CN=N3)C(=O)NCC=3C=NC(=CC3)N3C[C@H](CC3)F)=O)C=C1)F